2-(2,6-dioxopiperidin-3-yl)-4-(((4-(9-hydroxynonyl)pyridin-2-yl)methyl)amino)isoindoline-1,3-dione O=C1NC(CCC1N1C(C2=CC=CC(=C2C1=O)NCC1=NC=CC(=C1)CCCCCCCCCO)=O)=O